(12R)-20-amino-6-hydroxy-6-(trifluoromethyl)-22-oxa-3,4,16,21-tetraazatetracyclo[15.3.1.12,5.012,16]docosa-1(21),2,4,17,19-penta-ene-18-carbonitrile NC1=CC(=C2N3CCC[C@H]3CCCCCC(C3=NN=C(C1=N2)O3)(C(F)(F)F)O)C#N